CN(C(C)C=1C=C(C=C(C1)N1[C@@H](CCC1)C)C=1N=C2C(=NC1)N(C=C2C=2C=NN(C2)C(N(C)C)=O)C(=O)OC(C)(C)C)C tert-butyl 2-(3-(1-(dimethylamino) ethyl)-5-((R)-2-methylpyrrolidin-1-yl) phenyl)-7-(1-(dimethylcarbamoyl)-1H-pyrazol-4-yl)-5H-pyrrolo[2,3-b]pyrazine-5-carboxylate